COCCN1CCC(=CC1)C1=CC2=C(N=C(O2)CCC(=O)N)C=C1 3-{6-[1-(2-methoxyethyl)-3,6-dihydro-2H-pyridin-4-yl]-1,3-benzoxazol-2-yl}propionamide